COC=1C=C2C(=NC(=NC2=CC1)C)SCC(=O)C1=CC=C(S1)CNC(=O)C1N(CCCC1)C N-((5-(2-((6-methoxy-2-methylquinazolin-4-yl)thio)acetyl)thiophen-2-yl)methyl)-1-methylpiperidine-2-carboxamide